lithium 6-(1-(4-methoxybenzyl)-1H-1,2,3-triazol-4-yl)pyridazine-3-carboxylate COC1=CC=C(CN2N=NC(=C2)C2=CC=C(N=N2)C(=O)[O-])C=C1.[Li+]